tert-butyl 1'-(7-{[(1R)-1-(2,4-dichlorophenyl)ethyl]amino}-2-methylpyrazolo[4,3-d]pyrimidin-5-yl)-[3,4'-bipiperidine]-1-carboxylate ClC1=C(C=CC(=C1)Cl)[C@@H](C)NC=1C=2C(N=C(N1)N1CCC(CC1)C1CN(CCC1)C(=O)OC(C)(C)C)=CN(N2)C